(S)-4-(Trifluoromethyl)-5-(1-(((5-(4-(5-(trifluoromethyl)pyrimidin-2-yl)piperazine-1-carbonyl)pyridin-3-yl)oxy)methyl)isoindolin-2-yl)pyridazin-3(2H)-one FC(C=1C(NN=CC1N1[C@@H](C2=CC=CC=C2C1)COC=1C=NC=C(C1)C(=O)N1CCN(CC1)C1=NC=C(C=N1)C(F)(F)F)=O)(F)F